1'-(3-((4-butoxyphenyl)sulfonyl)-6-(trifluoromethoxy)quinolin-4-yl)-[1,4'-bipiperidin]-4-ol C(CCC)OC1=CC=C(C=C1)S(=O)(=O)C=1C=NC2=CC=C(C=C2C1N1CCC(CC1)N1CCC(CC1)O)OC(F)(F)F